FC(C=1C=CC(=NC1)C=1C=C2C=CN(C(C2=CC1F)=O)CCC[C@H](C)NC=1C=NNC(C1C(F)(F)F)=O)F 6-[5-(difluoromethyl)-2-pyridinyl]-7-fluoro-2-[(4S)-4-[[6-oxo-5-(trifluoromethyl)-1H-pyridazin-4-yl]amino]pentyl]isoquinolin-1-one